ON=C(N)C1=C(N=NC(=C1)C)OC1=CC(=CC=C1)C(F)(F)F N'-hydroxy-6-methyl-3-[3-(trifluoromethyl)phenoxy]pyridazin-4-carboxamidine